C(C1=CC=CC=C1)O[C@@H]1CO[C@H]2[C@@H]1OC[C@H]2OCCCNC2=CN=C(N(C2=O)CC(=O)OC)C2=CC=CC=C2 Methyl 2-(5-((3-(((3R,3aR,6R,6aR)-6-(benzyloxy)hexahydrofuro[3,2-b]furan-3-yl)oxy)propyl)amino)-6-oxo-2-phenylpyrimidin-1(6H)-yl)acetate